tert-butyl (5-(3-((1-phenyl-4-(6-(piperidin-1-yl)hexyl)-1H-imidazol-2-yl)carbamoyl)phenyl)pyridin-2-yl)carbamate C1(=CC=CC=C1)N1C(=NC(=C1)CCCCCCN1CCCCC1)NC(=O)C=1C=C(C=CC1)C=1C=CC(=NC1)NC(OC(C)(C)C)=O